2-((3-(4-Fluoro-2-(3-fluorophenyl)pyrrolidine-1-carbonyl)-bicyclo[1.1.1]pentan-1-yl)methoxy)isonicotinonitrile FC1CC(N(C1)C(=O)C12CC(C1)(C2)COC=2C=C(C#N)C=CN2)C2=CC(=CC=C2)F